C(C1=CC=CC=C1)N1OC(CC1C1=CC=CC=C1)CC1=C(C=C(C=C1)C)C (E)-2-benzyl-5-(2,4-xylylmethyl)-3-phenylisoxazolidine